FC(C1=CC=C(C=C1)C1=CC=C(C=C1)C=O)(F)F 4'-trifluoromethylbiphenyl-4-carbaldehyde